C1(CC1)CNC1=NC(=C(C2=C1CN(C2)C(CC2CN(C2)C2=NC=NC=C2)=O)C)C 1-{4-[(cyclopropylmethyl)amino]-6,7-dimethyl-1,3-dihydro-2H-pyrrolo[3,4-c]pyridin-2-yl}-2-[1-(pyrimidin-4-yl)azetidin-3-yl]ethanone